N-[2-fluoro-4-(2-methoxyethoxy)phenyl]-5-(2-fluorophenyl)-1H-pyrrole-3-sulfonamide FC1=C(C=CC(=C1)OCCOC)NS(=O)(=O)C1=CNC(=C1)C1=C(C=CC=C1)F